2-hydroxy-2,4,5-trimethyl-6-heptene OC(C)(CC(C(C=C)C)C)C